4-(4,5,6,7-Tetrahydro-[3,6'-bipyrazolo[1,5-a]pyridin]-3'-yl)piperazine-1-carboxylic acid tert-butyl ester C(C)(C)(C)OC(=O)N1CCN(CC1)C=1C=NN2C1C=CC(=C2)C=2C=NN1C2CCCC1